p-Hydroxyaniline OC1=CC=C(N)C=C1